CN(CCOC=1C=NC=2C=CC(=C(C2N1)C#N)NC1=CC(=C(C=C1)OCC1=CC=C(C=C1)OC)OC)C 3-(2-(dimethylamino)ethoxy)-6-(3-methoxy-4-(4-methoxybenzyloxy)phenylamino)quinoxaline-5-carbonitrile